N1(C=NC=C1)C(=S)N1CCN(C2=CC=CC=C12)C1=NC=CN=C1 imidazol-1-yl-(4-pyrazin-2-yl-2,3-dihydroquinoxalin-1-yl)methanethione